BrC=1C=C(C(=NC1)N1CCC(CC1)O)[N+](=O)[O-] 1-(5-bromo-3-nitro-2-pyridyl)piperidin-4-ol